S1C(=NC2=C1C=CC=C2)NC(=O)C=2C=CC=C1CCN(CC21)C2=CC=C(C(=N2)C(=O)O)C=2C=NN(C2)CC21CC3(CC(CC(C2)C3)C1)N1CCOCC1 6-[8-(1,3-benzothiazol-2-ylcarbamoyl)-3,4-dihydroisoquinolin-2(1H)-yl]-3-(1-{[3-(morpholin-4-yl)tricyclo[3.3.1.13,7]dec-1-yl]methyl}-1H-pyrazol-4-yl)pyridine-2-carboxylic acid